3-HYDROXYTHIOPHENE-2-CARBOXYLIC ACID OC1=C(SC=C1)C(=O)O